S1C=C(C=C1)C(=C)NC(C)=O N-[1-(thiophen-3-yl)vinyl]acetamide